4-chloro-2-(5-isoxazolyl)-5-methylphenol ClC1=CC(=C(C=C1C)O)C1=CC=NO1